(2-chloro-5-iodopyrimidin-4-yl)-1H-indole ClC1=NC=C(C(=N1)N1C=CC2=CC=CC=C12)I